4-{2-[(2S,4S)-4-(dimethylamino)-2-methylpyrrolidin-1-yl]-8-fluoro-4-(piperidin-1-yl)pyrido[4,3-d]pyrimidin-7-yl}-5-ethynyl-6-fluoronaphthalen-2-ol CN([C@H]1C[C@@H](N(C1)C=1N=C(C2=C(N1)C(=C(N=C2)C2=CC(=CC1=CC=C(C(=C21)C#C)F)O)F)N2CCCCC2)C)C